(3,5-dimethyl-4-((2'-oxospiro[cyclopropane-1,3'-indolin]-5'-yl)methyl)phenyl)-1,2,4-triazine-3,5(2H,4H)-dione CC=1C=C(C=C(C1CC=1C=C2C3(C(NC2=CC1)=O)CC3)C)N3N=CC(NC3=O)=O